C(C)(C)(C)OC(N[C@H](C(=O)NC1=CC(=C(C=C1)C1=C(C=NC=C1C)C)Cl)C(C1=CC=CC=C1)C1=CC=CC=C1)=O (S)-(1-((3-chloro-4-(3,5-dimethylpyridin-4-yl)phenyl)amino)-1-oxo-3,3-diphenylpropan-2-yl)carbamic acid tert-butyl ester